triacontane-1-ol C(CCCCCCCCCCCCCCCCCCCCCCCCCCCCC)O